methyl 2-[4-bromo-2-(bromomethyl)phenyl]acetate BrC1=CC(=C(C=C1)CC(=O)OC)CBr